1-[1-(trityl)imidazol-4-yl]ethanone C(C1=CC=CC=C1)(C1=CC=CC=C1)(C1=CC=CC=C1)N1C=NC(=C1)C(C)=O